sodium monododecyl propyl itaconate C(C(=C)CC(=O)OCCC)(=O)OCCCCCCCCCCCC.[Na]